C(C1=CC=CC=C1)OCN1C(N(N=C(C1=O)NC(=O)OCC(CO)(CC)CC)C1=CC(=C(C(=C1)Cl)OC=1C=C2C(C(NC2=CC1)=O)(C)C)Cl)=O 2,2-diethyl-1,3-propanediol [4-[(benzyl-oxy)methyl]-2-[3,5-dichloro-4-[(3,3-dimethyl-2-oxo-1H-indol-5-yl)oxy]-phenyl]-3,5-dioxo-1,2,4-triazin-6-yl]carbamate